6,6'-(2-(benzyloxy)-1,3-phenylene)bis(2,2-dimethylhexanoic acid) C(C1=CC=CC=C1)OC1=C(C=CC=C1CCCCC(C(=O)O)(C)C)CCCCC(C(=O)O)(C)C